2-azacycloheptane C1NCCCCC1